3-hydroxy-5-(5-methylthiazol-2-yl)pyrazolidine-1,2-dicarboxylic acid di-tert-butyl ester C(C)(C)(C)OC(=O)N1N(C(CC1C=1SC(=CN1)C)O)C(=O)OC(C)(C)C